3-chloro-10-fluoro-7,7a,8,9,10,11-hexahydro-6H-dipyrido[3,2-b:1',2'-d][1,4]oxazepin ClC1=CC=2OCCC3N(C2N=C1)CC(CC3)F